4-(6-((4-(methoxy(methyl)carbamoyl)-2-methylbenzyl)oxy) pyridin-2-yl)piperidine-1-carboxylate CON(C(=O)C1=CC(=C(COC2=CC=CC(=N2)C2CCN(CC2)C(=O)[O-])C=C1)C)C